n-butylstyrene C(CCC)C=CC1=CC=CC=C1